CC1(OB(OC1(C)C)C=1C=C(C=C(C1)O)O)C 5-(4,4,5,5-tetramethyl-1,3,2-dioxaborolan-2-yl)benzene-1,3-diol